C(CC)SCCC di-normal propyl sulfide